rac-tert-butyl (1R,6S)-5-(2-(5-chloropyridin-2-yl)-2-methylbenzo[d][1,3]dioxol-4-yl)-2,5-diazabicyclo[4.2.0]octane-2-carboxylate ClC=1C=CC(=NC1)[C@]1(OC2=C(O1)C=CC=C2N2CCN([C@@H]1CC[C@H]21)C(=O)OC(C)(C)C)C |&1:7|